4-(5-(3-(m-tolyl)-1H-pyrazol-1-yl)-2-vinylpyrazolo[1,5-a]pyrimidin-7-yl)morpholine C1(=CC(=CC=C1)C1=NN(C=C1)C1=NC=2N(C(=C1)N1CCOCC1)N=C(C2)C=C)C